ClC1=CC=NC(=C1C(=O)O)C(F)(F)F 4-chloro-2-(trifluoromethyl)nicotinic acid